FC=1C=CC=C(C(=O)N(C(C)C)C(C)C)C1 5-Fluoro-N,N-diisopropylbenzamide